(5-chloro-8-quinolinoxy)acetic acid (1-methylhexyl)ester CC(CCCCC)OC(COC=1C=CC(=C2C=CC=NC12)Cl)=O